tert-butyl 4-[2-[2-[2-[2-[2-(2-azidoethoxy)ethoxy] ethoxy]ethoxy]ethyl-methyl-amino]-6-chloro-8-fluoro-7-(3-hydroxy-1-naphthyl)quinazolin-4-yl]piperazine-1-carboxylate N(=[N+]=[N-])CCOCCOCCOCCOCCN(C1=NC2=C(C(=C(C=C2C(=N1)N1CCN(CC1)C(=O)OC(C)(C)C)Cl)C1=CC(=CC2=CC=CC=C12)O)F)C